CC=1NC(=NN1)C1=CC2=C(N=C(N2C[C@H]2OCC2)CC2=NC=3CNCCC3C=C2C(F)(F)F)S1 [5-(5-methyl-4H-1,2,4-triazol-3-yl)-1-{[(2S)-oxetan-2-yl]methyl}-1H-thieno[2,3-d]imidazol-2-yl]methyl-3-(trifluoromethyl)-5,6,7,8-tetrahydro-1,7-naphthyridine